C1(=CC=CC=2SC3=C(C21)C=CC=C3)C3=C(C=CC=C3)NC3=CC=CC2=CC=CC=C32 (dibenzothiophenylphenyl)(naphthyl)amine